CN1CCN(CC1)CCC(=O)OCCNC1=NC(=NC(=N1)NCCCN(CCC(=O)OCCCCCCCC)CCC(=O)OCCCCCCCC)NCCCN(CCC(=O)OCCCCCCCC)CCC(=O)OCCCCCCCC tetraoctyl 3,3',3'',3'''-((((6-((2-((3-(4-methylpiperazin-1-yl)propanoyl)oxy)ethyl)amino)-1,3,5-triazine-2,4-diyl)bis(azanediyl))bis(propane-3,1-diyl))bis(azanetriyl))tetrapropionate